2-Chloro-N-(1-hydroxy-propan-2-yl)acetamide methyl-6-(benzyloxy)-9-bromo-10-chloro-[1,2,4]triazolo[5,1-a]isoquinoline-5-carboxylate COC(=O)C=1N2C(C3=C(C(=CC=C3C1OCC1=CC=CC=C1)Br)Cl)=NC=N2.ClCC(=O)NC(CO)C